C(CCCCCCC)C1N(C(=NC(=N1)OC1=CC(=C(C(=C1)C(C)(C)C)O)C(C)(C)C)OC1=CC(=C(C(=C1)C(C)(C)C)O)C(C)(C)C)S 2-octyl-mercapto-4,6-bis(3,5-di-tert-butyl-4-hydroxyphenoxy)-1,3,5-triazine